cyclohexyl 1-(((((2R,3S,4R,5S)-5-(4-aminopyrrolo[2,1-f][1,2,4]triazin-7-yl)-2-cyano-3,4-dihydroxytetrahydrofuran-2-yl)methoxy)(phenoxy)phosphoryl)amino)cyclobutanecarboxylate NC1=NC=NN2C1=CC=C2[C@H]2[C@@H]([C@@H]([C@@](O2)(C#N)COP(=O)(OC2=CC=CC=C2)NC2(CCC2)C(=O)OC2CCCCC2)O)O